C(C)(C)(C)OC(=O)N(C(OC(C)(C)C)=O)C1=NC=C(C(=N1)C(F)F)C1=NC(=NC(=N1)Cl)N1CCOCC1 tert-Butyl N-tert-butoxycarbonyl-N-(5-(4-chloro-6-morpholino-1,3,5-triazin-2-yl)-4-(difluoromethyl)pyrimidin-2-yl)carbamate